(5S,7S)-7-fluoro-2-trans-(3-fluorocyclobutyl)sulfanyl-5-(3-fluorophenyl)-6,7-dihydro-5H-pyrrolo[1,2-b][1,2,4]triazole F[C@H]1C[C@H](N2N=C(N=C21)SC2CC(C2)F)C2=CC(=CC=C2)F